C(C#CC)C1=NN=C2N1C1=C(C(=C(C=C1NC2(C)C)F)C=2C=CC=C1C(=CNC21)C)F 1-but-2-ynyl-7,9-difluoro-4,4-dimethyl-8-(3-methyl-1H-indol-7-yl)-5H-[1,2,4]triazolo[4,3-a]quinoxaline